CN1N=CC(=C1C=1C(CN(CC1)C(=O)OC(C)(C)C)(C)C)C tert-butyl 4-(1,4-dimethyl-1H-pyrazol-5-yl)-3,3-dimethyl-3,6-dihydropyridine-1(2H)-carboxylate